COC=1C(=C(C(=O)O)C=CN1)C1=NC=C2C(=N1)N(N=C2)CC2=CC=C(C=C2)C=2N(C=C(N2)C(F)(F)F)C 2-methoxy-3-(1-(4-(1-methyl-4-(trifluoromethyl)-1H-imidazol-2-yl)benzyl)-1H-pyrazolo[3,4-d]pyrimidin-6-yl)isonicotinic acid